(3R,4S)-4-((dimethylamino)methyl)pyrrolidin-3-ol CN(C)C[C@H]1[C@H](CNC1)O